3-(5-methyl-3-nitro-pyrazol-1-yl)propanenitrile CC1=CC(=NN1CCC#N)[N+](=O)[O-]